(2S)-3-(2-cyanophenyl)-2-(9H-fluoren-9-ylmethoxycarbonylamino)propionic acid C(#N)C1=C(C=CC=C1)C[C@@H](C(=O)O)NC(=O)OCC1C2=CC=CC=C2C=2C=CC=CC12